N1=CC=NC2=C3C(=C4C(=C12)C=CS4)SC=C3 dithieno[3,2-f:2',3'-h]quinoxaline